N=1C=CC=2C1NC(=CC2)C(=O)O pyrrolo[2,3-b]pyridine-6-carboxylic acid